Cl.CN[C@@H]([C@H](OC)C)C(=O)OCC1=CC(=NC(=C1)Cl)Cl (2,6-Dichloropyridin-4-yl)methyl N,O-dimethyl-L-threoninate hydrochloride